4-(6-(3,6-diazabicyclo[3.1.1]heptan-3-yl)pyridin-3-yl)-6-(benzyloxy)pyrazolo[1,5-a]pyridine-3-carbonitrile hydrochloride Cl.C12CN(CC(N1)C2)C2=CC=C(C=N2)C=2C=1N(C=C(C2)OCC2=CC=CC=C2)N=CC1C#N